O[C@@H](CN1CC2(CC1)OCCN(C2)C(C)=O)[C@@H]([C@@H](CO)O)O (2-((2S,3S,4R)-2,3,4,5-tetrahydroxypentyl)-6-oxa-2,9-diazaspiro[4.5]decan-9-yl)ethan-1-one